F[C@H]1C[C@H](N2N=C(N=C21)SC(C)F)C2=CC=CC=C2 (5s,7s)-7-fluoro-2-(1-fluoroethylsulfanyl)-5-phenyl-6,7-dihydro-5H-pyrrolo[1,2-b][1,2,4]triazole